CC1=CC(=CC=C1C(C)(C)C)C1=CC(=CC(=C1)C)C(C)(C)C 4,4'-dimethyl-5,6'-dit-butyl-2,2'-biphenyl